Natrium (S)-3-(6-Methyl-3'-(trifluoromethoxy)biphenyl-3-yl)-3-(3-(1-methyl-4-oxido-2-oxo-1,2-dihydropyridin-3-yl)ureido)propanoat CC1=CC=C(C=C1C1=CC(=CC=C1)OC(F)(F)F)[C@H](CC(=O)[O-])NC(=O)NC=1C(N(C=CC1[O-])C)=O.[Na+].[Na+]